C(=O)(O)C=1C(=C(C=CC1N)C1=CC=C(C=C1)N)C(=O)O dicarboxy-4,4'-diaminobiphenyl